FC(C1=NC=CC(=C1)SCCC(C#N)C#N)(F)F 2-[2-[[2-(trifluoromethyl)-4-pyridyl]sulfanyl]ethyl]propanedinitrile